CC1(C=2C(=NC(=C1)NC1=CC=C(C=3OCCOC31)S(=O)(=O)N3CCOCC3)NCC2C(F)(F)F)N 4-methyl-N6-(8-(morpholinosulfonyl)-2,3-dihydrobenzo[b][1,4]dioxin-5-yl)-3-(trifluoromethyl)-1H-pyrrolo[2,3-b]pyridine-4,6-diamine